6-chloro-4-(4-chloro-2-fluorophenyl)-2-isopropyl-2,3-dihydro-1H-pyrrolo[3,4-c]pyridin-1-one ClC1=CC2=C(C(=N1)C1=C(C=C(C=C1)Cl)F)CN(C2=O)C(C)C